COC1=C(C=C(C=C1C1=CC=CC=C1)N1N=C(C(C1=O)C(=O)OC1=CC=C(C=C1)[N+](=O)[O-])C)CCC 4-nitrophenyl 1-(6-methoxy-5-propyl-[1,1'-biphenyl]-3-yl)-3-methyl-5-oxo-4,5-dihydro-1H-pyrazole-4-carboxylate